NCC1CN(CCO1)C(F)(F)F 2-aminomethyl-4-(trifluoromethyl)morpholine